(3S,4R)-N-(7-chloro-1-oxo-1,2-dihydroisoquinolin-6-yl)-4-(4-chlorophenyl)pyrrolidine-3-carboxamide ClC1=C(C=C2C=CNC(C2=C1)=O)NC(=O)[C@@H]1CNC[C@H]1C1=CC=C(C=C1)Cl